4-(2-nitrophenyl)-6,7,8,9-tetrahydro-5H-cyclohepta[b]pyridine [N+](=O)([O-])C1=C(C=CC=C1)C1=C2C(=NC=C1)CCCCC2